C(C)C1(CC(CC1)=C)C(=O)O.C1([C@H](O)[C@@H](O)[C@H](O)[C@H](O1)CO)N1C(N)=NC=2N=CNC2C1=O 1-Glucosyl-Guanine Ethyl-3-methylenecyclopentane-1-carboxylate